6-fluoro-3-methyl-1,3-dihydro-2H-benzo[d]imidazol-2-one FC=1C=CC2=C(NC(N2C)=O)C1